tert-butyl N-[6-(2-allylphenoxy)-2-[5-[1-benzyloxy-1-(trifluoromethyl)but-3-enyl]-1,3,4-oxadiazol-2-yl]-5-(trifluoromethyl)-3-pyridyl]carbamate C(C=C)C1=C(OC2=C(C=C(C(=N2)C=2OC(=NN2)C(CC=C)(C(F)(F)F)OCC2=CC=CC=C2)NC(OC(C)(C)C)=O)C(F)(F)F)C=CC=C1